5-(4-((3-ethyl-1-(4-methoxybenzyl)-2-oxo-2,3-dihydro-1H-pyrimido[4,5,6-de]quinazolin-8-yl)methyl)piperazin-1-yl)-N-methylpicolinamide C(C)N1C(N(C2=CC(=CC=3C2=C1N=CN3)CN3CCN(CC3)C=3C=CC(=NC3)C(=O)NC)CC3=CC=C(C=C3)OC)=O